N1C(CCC1C(=O)[O-])=O pyrrolidone-5-carboxylate